1-fluoro-2,4-dimethoxy-5-nitrobenzene FC1=C(C=C(C(=C1)[N+](=O)[O-])OC)OC